FC1=C(COC=2C=NC(=NC2)NC(=O)N2CCCC3=CC(=C(N=C23)C(OC)OC)CN2C(CN(CC2)C)=O)C(=C(C=C1OC)OC)F N-(5-((2,6-difluoro-3,5-dimethoxybenzyl)oxy)pyrimidin-2-yl)-7-(dimethoxymethyl)-6-((4-methyl-2-oxopiperazin-1-yl)methyl)-3,4-dihydro-1,8-naphthyridine-1(2H)-carboxamide